CCCCCCCCCC/C=C\CCCCCCCCCC(=O)O[C@H](COC(=O)CCCCCCC/C=C\CCCCC)COP(=O)(O)OC[C@H](CO)O 1-(9Z-pentadecenoyl)-2-(11Z-docosenoyl)-glycero-3-phospho-(1'-sn-glycerol)